1-cyclopropyl-N-(6-(1,2-dimethyl-1H-imidazol-5-yl)isoquinolin-3-yl)azetidine-3-carboxamide C1(CC1)N1CC(C1)C(=O)NC=1N=CC2=CC=C(C=C2C1)C1=CN=C(N1C)C